behenyl-propyl-dimethylamine C(CCCCCCCCCCCCCCCCCCCCC)CN(C)CCC